tert-butyl N-(2-amino-2-oxo-1-phthalazin-1-yl-ethyl)carbamate NC(C(C1=NN=CC2=CC=CC=C12)NC(OC(C)(C)C)=O)=O